COC(=O)C1(CC2=C(C(=C(C(=C2C1)C)B1N(C=2C3=C(N1)C=CC=C3C=CC2)CC2=CC=CC=C2)C2=CC=CC=C2)C)C(=O)OC.C2=C(C=CC3=CC=CC=C23)N(C2=CC=C(C=C2)C2=CC=C(N(C3=CC=CC=C3)C3=CC1=CC=CC=C1C=C3)C=C2)C2=CC=CC=C2 N,N'-bis(2-naphthyl)-N,N'-diphenyl-benzidine (R)-dimethyl-5-(1-benzyl-1H-naphtho[1,8-de][1,3,2]diazaborinin-2(3H)-yl)-4,7-dimethyl-6-phenyl-1,3-dihydro-2H-indene-2,2-dicarboxylate